2-[(α-L-Fucopyranosyl)oxyethyl]piperidine-3,5-dicarboxamide [C@@H]1([C@@H](O)[C@H](O)[C@H](O)[C@@H](O1)C)OCCC1NCC(CC1C(=O)N)C(=O)N